2-(naphthylmethyl)-4-butyl-8-propoxy-phthalazin-1(2H)-one C1(=CC=CC2=CC=CC=C12)CN1C(C2=C(C=CC=C2C(=N1)CCCC)OCCC)=O